(1r,2s,5r)-N-(4-methoxyphenyl)5-methyl-2-(1-methylethyl)-cyclohexane-carboxamide COC1=CC=C(C=C1)NC(=O)[C@H]1[C@@H](CC[C@H](C1)C)C(C)C